C(=O)C1=CN(C2=NC(=CC=C21)C(=O)OC)C methyl 3-formyl-1-methyl-1H-pyrrolo[2,3-b]pyridine-6-carboxylate